FC(C1=CC=C(C=C1)C1=C(C=CC=C1)\C=C\C1=CC=CC=C1)(F)F trans-(4-trifluoromethylphenyl)stilbene